C(C)OC(C)N1N=CC(=C1)C1=C(C=C(C(=O)OC)C=C1)F methyl 4-(1-(1-ethoxyethyl)-1H-pyrazol-4-yl)-3-fluorobenzoate